N1(CCN(CCN(CCNCC1)CC(=O)N)CC(=O)N)CC(=O)N 2,2',2''-(1,4,7,10-tetraazacyclododecane-1,4,7-triyl)triacetamide